N1(N=CC=C1)C1=CC=C(N=N1)N1C(N(C2=C(C1=O)C(=C(S2)C2=CC=C(C=C2)NC(=O)NOC)CN(C)C)CC2=C(C=CC=C2F)F)=O 1-(4-(3-(6-(1H-pyrazol-1-yl)pyridazin-3-yl)-1-(2,6-difluorobenzyl)-5-((dimethyl-amino)methyl)-2,4-dioxo-1,2,3,4-tetrahydrothieno[2,3-d]pyrimidin-6-yl)phenyl)-3-methoxyurea